C(C)(C)(C)C1NCCC1 2-t-butylpyrrolidine